3-Bromo-7-pyrrolidin-1-yl-5,6,7,9-tetrahydropyrido[2,3-b]azepin-8-one BrC1=CC2=C(NC(C(CC2)N2CCCC2)=O)N=C1